tert-butyl (1-(5-(4,4,5,5-tetramethyl-1,3,2-dioxaborolan-2-yl)pyrimidin-2-yl)cyclobutyl)carbamate CC1(OB(OC1(C)C)C=1C=NC(=NC1)C1(CCC1)NC(OC(C)(C)C)=O)C